FC1(C[C@](CCC1)(O)CNC(=O)C=1C=C(N2C=CC=C(C12)Cl)CCOC)F 8-Chloro-3-(2-methoxy-ethyl)-indolizine-1-carboxylic acid ((S)-3,3-difluoro-1-hydroxy-cyclohexylmethyl)-amide